NCC1=C2C(=NC=3C=C(C(=CC13)OC)F)C1=CC3=C(C(N1C2)=O)COC([C@]3(O)CC)=O (S)-11-(aminomethyl)-4-ethyl-8-fluoro-4-hydroxy-9-methoxy-1H-pyrano[3',4':6,7]indolizino[1,2-b]quinoline-3,14(4H,12H)-dione